tert-butyl (1R,5S)-3-(7-(2-((tert-butoxycarbonyl)amino)-3-cyanobenzo[b]thiophen-4-yl)-2,8-difluoro-6-(trifluoromethyl)quinazolin-4-yl)-3,8-diazabicyclo[3.2.1]octane-8-carboxylate C(C)(C)(C)OC(=O)NC1=C(C2=C(S1)C=CC=C2C2=C(C=C1C(=NC(=NC1=C2F)F)N2C[C@H]1CC[C@@H](C2)N1C(=O)OC(C)(C)C)C(F)(F)F)C#N